ClC1=NC=C(C(=N1)C1=CN(C2=NC(=CC=C21)C#N)S(=O)(=O)C2=CC=CC=C2)Cl 3-(2,5-dichloropyrimidin-4-yl)-1-(benzenesulfonyl)-1H-pyrrolo[2,3-b]pyridine-6-carbonitrile